4-{6-bromo-2-methylimidazo[1,2-a]pyridin-8-yl}morpholine BrC=1C=C(C=2N(C1)C=C(N2)C)N2CCOCC2